(2S,3R,4R,5R)-4-[[3-[2-(difluoromethoxy)-3,4-difluoro-phenyl]-4,5-dimethyl-5-(trifluoromethyl)tetrahydrofuran-2-carbonyl]amino]-5-methyl-pyridine-2-carboxamide FC(OC1=C(C=CC(=C1F)F)[C@@H]1[C@H](O[C@]([C@@H]1C)(C(F)(F)F)C)C(=O)NC1=CC(=NC=C1C)C(=O)N)F